neodymium 2,2-diethyldecanoate C(C)C(C(=O)[O-])(CCCCCCCC)CC.[Nd+3].C(C)C(C(=O)[O-])(CCCCCCCC)CC.C(C)C(C(=O)[O-])(CCCCCCCC)CC